NC=1N=CC(=NC1OC(C)C1=C(C=CC=C1Cl)Cl)C=1C=C(C(=O)NCCN2CCOCC2)C=CC1 3-{5-amino-6-[1-(2,6-dichloro-phenyl)-ethoxy]-pyrazin-2-yl}-N-(2-morpholin-4-yl-ethyl)-benzamide